(E)-4-{2-[(4-tert-butylphenyl)methanesulfonyl]vinyl}benzene-1,2-diol C(C)(C)(C)C1=CC=C(C=C1)CS(=O)(=O)/C=C/C=1C=C(C(=CC1)O)O